ClC=1N=C(C2=C(N1)COC2=O)Cl 2,4-Dichlorofuro[3,4-d]pyrimidin-5(7H)-one